CN1C=C(C2=CC=C(C=C12)C(F)(F)F)C(=O)O 1-methyl-6-(trifluoromethyl)indole-3-carboxylic acid